(Z)-5-fluoro-2-methyl-1-[(4-methylsulfinyl-phenyl)methylene]-1H-indene-3-acetic acid FC=1C=C2C(=C(/C(/C2=CC1)=C/C1=CC=C(C=C1)S(=O)C)C)CC(=O)O